ClC=1C(=C(C=CC1OCOCCOC)C(\C=C\N(C)C)=O)O (E)-1-(3-chloro-2-hydroxy-4-((2-methoxyethoxy)methoxy)phenyl)-3-(dimethylamino)prop-2-en-1-one